4-hydroxy-phenyllactate OC1=CC=C(C=C1)OC(C(O)C)=O